C(C)C1=C(C=CC(=C1)N1C2CN(C(C1)C2)C)NC2=NC=C(C(=N2)NCCCN2C(COCCC2)=O)C(F)(F)F 4-(3-((2-((2-ethyl-4-(5-methyl-2,5-diazabicyclo[2.2.1]heptan-2-yl)phenyl)amino)-5-(trifluoromethyl)pyrimidin-4-yl)amino)propyl)-1,4-oxazepan-3-one